4-methylbenzeneOne CC1=CCC(C=C1)=O